1,4-diazinon N1C(C=NC=C1)=O